C(C1=CC=CC=C1)N1[C@H](C[C@]2(C[C@H]1C=1N=NN(C1)C)C(N(C1=CC=C(C=C12)Cl)CC1=CC=C(C=C1)OC)=O)C (2'S,3R,6'S)-1'-benzyl-5-chloro-1-[(4-methoxyphenyl)methyl]-2'-methyl-6'-(1-methyltriazol-4-yl)spiro[indoline-3,4'-piperidin]-2-one